4-hexadecanesulfonic acid CCCC(CCCCCCCCCCCC)S(=O)(=O)O